BrC1=CC=C(C=C1)[C@@H](C(F)(F)F)N(C(=O)C1CCNCC1)C N-[(1S)-1-(4-bromophenyl)-2,2,2-trifluoro-ethyl]-N-methyl-piperidine-4-carboxamide